The molecule is a thiamine phosphate. It has a role as a human metabolite. It is a conjugate base of a thiamine(1+) monophosphate(1-). CC1=C(SC=[N+]1CC2=CN=C(N=C2N)C)CCOP(=O)([O-])[O-]